2-(coumarin-7-oxy)-acetic acid O1C(=O)C=CC2=CC=C(C=C12)OCC(=O)O